Tert-butyl (R)-4-(1-(4-(hydroxymethyl)phenyl)ethyl)piperazin-1-carboxylate OCC1=CC=C(C=C1)[C@@H](C)N1CCN(CC1)C(=O)OC(C)(C)C